FC([C@@H]1N(CC1)C1=NC(=C(C(=N1)C=1C=NN(C1)CC(=O)N1CCNCC1)CC)C(F)(F)F)F (R)-2-(4-(2-(2-(difluoromethyl)azetidin-1-yl)-5-ethyl-6-(trifluoromethyl)pyrimidin-4-yl)-1H-pyrazol-1-yl)-1-(piperazin-1-yl)ethan-1-one